C1(=CC=C(C=C1)N(C1=CC=C(C=C1)B(O)O)C1=CC=CC=C1)C1=CC=CC=C1 4-(biphenyl-4-yl-phenyl-amino)-phenylboronic acid